N-(4-(5-(difluoromethyl)-1,3,4-oxadiazol-2-yl)-2-fluorobenzyl)-3-fluoro-1-isobutyryl-N-phenylazetidine-3-carboxamide FC(C1=NN=C(O1)C1=CC(=C(CN(C(=O)C2(CN(C2)C(C(C)C)=O)F)C2=CC=CC=C2)C=C1)F)F